BrC(C(=O)O)CCC Bromopentanoic acid